OC1(CCC(CC1)C(=O)OCC)CC=C Ethyl 4-hydroxy-4-(prop-2-en-1-yl)cyclohexanecarboxylate